CN(CC(=O)NC=1N=C(N2C1[C@H](N(CC2)C(C2=CC=C(C=C2)F)=O)C)C2=NC(=NS2)C)C (R)-2-(dimethylamino)-N-(7-(4-Fluorobenzoyl)-8-methyl-3-(3-methyl-1,2,4-thiadiazol-5-yl)-5,6,7,8-tetrahydroimidazo[1,5-a]pyrazin-1-yl)acetamide